4,12-Di-n-butyl-2,2-dimethyl-1,7,9,15-tetraoxa-4,12-diaza-8-stannaspiro[7.7]pentadecan C(CCC)N1CC(O[Sn]2(OCC1)OCCN(CCO2)CCCC)(C)C